2,5-difluoroterephthalaldehyde FC1=C(C=O)C=C(C(=C1)C=O)F